6-bromo-N-methoxy-N-methylimidazo[1,5-a]pyridine-1-carboxamide BrC=1C=CC=2N(C1)C=NC2C(=O)N(C)OC